Cl.C(C)(C)N1C2=NC=NC(=C2N=C1)N 9-isopropyl-9H-purin-6-amine hydrochloride